4,4'-dihydroxyl-3,3',5-trimethoxybibenzyl methyl-5-(((2-chloro-3-fluorophenyl)(2,2-difluorocyclopropyl)methyl)amino)pyrazine-2-carboxylate COC(=O)C1=NC=C(N=C1)NC(C1C(C1)(F)F)C1=C(C(=CC=C1)F)Cl.OC1=C(C=C(C=C1OC)CCC1=CC(=C(C=C1)O)OC)OC